CN(C(OC(C)(C)C)=O)CCCNCCC1=CC(=CC=C1)OC1=CC=CC=C1 tert-butyl methyl(3-((3-phenoxyphenethyl)amino)propyl)carbamate